(7-((2S,5R)-4-(1-(6-(difluoromethyl)pyridin-3-yl)ethyl)-2,5-diethylpiperazin-1-yl)-4-methyl-5-oxo-4,5-dihydro-2H-pyrazolo[4,3-b]pyridin-2-yl)acetonitrile FC(C1=CC=C(C=N1)C(C)N1C[C@@H](N(C[C@H]1CC)C=1C=2C(N(C(C1)=O)C)=CN(N2)CC#N)CC)F